N(=NC(C#N)(C)C)C(C#N)(C)C 2,2'-Azobis(2-methylpropiononitrile)